CSC=1C=C2C=CC(=CC2=CC1)[C@@H](C(=O)OC)C (S)-Methyl 2-(6-(Methylthio)naphthalen-2-yl)propanoate